N-[(7-methyl-3H-imidazo[4,5-b]pyridin-2-yl)methyl]-2-(morpholin-4-yl)-8-(propan-2-yl)pyrazolo[1,5-a][1,3,5]triazin-4-amine CC1=C2C(=NC=C1)NC(=N2)CNC2=NC(=NC=1N2N=CC1C(C)C)N1CCOCC1